Tert-butyl (3-(dimethylamino)propyl)(pyrrolidin-3-ylmethyl)carbamate CN(CCCN(C(OC(C)(C)C)=O)CC1CNCC1)C